C#CC(=O)O The molecule is a terminal acetylenic compound that is a 3-carbon, straight-chain, monounsaturated fatty acid having one acetylenic bond. It has a role as a xenobiotic metabolite. It is an acetylenic fatty acid, a monounsaturated fatty acid, a short-chain fatty acid, a terminal acetylenic compound and an alpha,beta-unsaturated monocarboxylic acid. It is a conjugate acid of a propynoate.